2-hydroxy-4-(3-ethyl-2-benzothiazolinon-6-yl)benzoic acid OC1=C(C(=O)O)C=CC(=C1)C1=CC2=C(N(C(S2)=O)CC)C=C1